6-(4-oxo-3,4-dihydrophthalazin-1-yl)-3,4-dihydroisoquinoline-2(1H)-carboxylic acid tert-butyl ester C(C)(C)(C)OC(=O)N1CC2=CC=C(C=C2CC1)C1=NNC(C2=CC=CC=C12)=O